F[C@@H]1C[C@H](N(C1)C([C@H](C)N1N=NN=C1)=O)C(=O)N[C@@H](C1=CC=CC=C1)C1=CC(=C(C=C1)C(C)C)F |o1:7| (2S,4R)-4-fluoro-N-[(S)-[3-fluoro-4-(propan-2-yl)phenyl](phenyl)methyl]-1-[(2S) or (2R)-2-(1H-1,2,3,4-tetrazol-1-yl)propanoyl]pyrrolidine-2-carboxamide